N-(3-carbamoyloxy-4-fluorophenyl)-2-(4-fluoro-2-methylphenoxy)-4-(trifluoromethyl)benzamide C(N)(=O)OC=1C=C(C=CC1F)NC(C1=C(C=C(C=C1)C(F)(F)F)OC1=C(C=C(C=C1)F)C)=O